(2,4,6-trimethylbenzoyl)phenylethoxyphosphine oxide CC1=C(C(=O)P(OCCC2=CC=CC=C2)=O)C(=CC(=C1)C)C